ClC=1C(=NC=CC1)N1N=C(C=C1C(=O)NC1=C(C=C(C=C1C(=O)ONC)C#N)C)CN1N=C(N=N1)C(F)(F)F 1-(3-chloro-2-pyridinyl)-N-[4-cyano-2-methyl-6-[(methylamino)carboxy]phenyl]-3-[[5-(trifluoromethyl)-2H-tetrazol-2-yl]methyl]-1H-pyrazole-5-carboxamide